N[C@H](C#N)CC1=CC=C(C=C1)C=1C=CC2=C(N(C(O2)=O)C)C1 (S)-2-amino-3-(4-(3-methyl-2-oxo-2,3-dihydrobenzo[d]oxazol-5-yl)phenyl)propanenitrile